ClC1=C(C=C2C=C(N=CC2=C1)NC(=O)C1CC12CCOCC2)C2CCOCC2 N-(7-chloro-6-(tetrahydro-2H-pyran-4-yl)isoquinolin-3-yl)-6-oxaspiro[2.5]octane-1-carboxamide